2-(3-(3-Cyclopropyl-1,2,4-thiadiazol-5-yl)-5,6,7,8-tetrahydro-[1,2,4]triazolo[4,3-a]pyrazin-8-yl)-N,N-dimethylacetamide C1(CC1)C1=NSC(=N1)C1=NN=C2N1CCNC2CC(=O)N(C)C